8-bromo-9-(methoxymethyl)-7-methylpyrido[3',2':4,5]thieno[3,2-d][1,2,3]triazin-4(3H)-one BrC1=C(C2=C(SC3=C2N=NNC3=O)N=C1C)COC